C(C([2H])([2H])[2H])(C1=NC=2N(C(=C1)NCC1N(CC1C1=CC=C(C=C1)F)C(=O)NC1CCC(CC1)O)N=C(C2)C(F)(F)F)([2H])[2H] (((5-(Ethyl-d5)-2-(trifluoromethyl)pyrazolo[1,5-a]pyrimidin-7-yl)amino)methyl)-3-(4-fluorophenyl)-N-((1r,4r)-4-hydroxycyclohexyl)azetidine-1-carboxamide